CCCC(CCCC)=O OCTAN-4-ON